dibutoxyethylphosphate C(CCC)OC(COP(=O)([O-])[O-])OCCCC